OC(COC=1C=CC2=C(N=C(S2)NC(CC2=CC(=C(OC3=NC=CC=C3C(=O)N)C=C2)OC)=O)C1)(C)C 2-(4-(2-((5-(2-hydroxy-2-methylpropyloxy)benzo[d]thiazol-2-yl)amino)-2-oxoethyl)-2-methoxyphenoxy)pyridine-3-carboxamide